N-[4-methyl-3-(4,4,5,5-tetramethyl-1,3,2-dioxaborolan-2-yl)phenyl]-3-(2,2,2-trifluoroethyl)-2,5-dihydropyrrole-1-carboxamid CC1=C(C=C(C=C1)NC(=O)N1CC(=CC1)CC(F)(F)F)B1OC(C(O1)(C)C)(C)C